estratrien-17-propionate C[C@@]12C(=CC=C1C1=CCC3CCCC[C@@H]3[C@H]1CC2)CCC(=O)[O-]